NN1C(C=2C(C1=O)=CC=CC2)=O N-(amino)phthalimide